O=C1NC(CCC1N1C(C2=CC=CC(=C2C1=O)SCCOCCOCCOCCOCCOCC(=O)O)=O)=O 17-((2-(2,6-dioxopiperidin-3-yl)-1,3-dioxoisoindoline-4-yl)thio)-3,6,9,12,15-pentaoxaheptadecanoic acid